ClC1=NN(C=C1C=1C=C2C(=NC1)NC=C2C2=CC(=CC=C2)F)C2CCN(CC2)C 5-(3-chloro-1-(1-methylpiperidin-4-yl)-1H-pyrazol-4-yl)-3-(3-fluorophenyl)-1H-pyrrolo[2,3-b]pyridine